FC=1C=CC=2C3CC[C@@]4(C(C[C@H](C4C3CCC2C1)CCC(=O)NC=1N=NC(=CC1)C)=O)C 3-((13S,15R)-3-fluoro-13-methyl-17-oxo-7,8,9,11,12,13,14,15,16,17-decahydro-6H-cyclopenta[a]phenanthren-15-yl)-N-(6-methylpyridazin-3-yl)propanamide